2-(2-fluoro-4-nitrophenyl)-1H-imidazole FC1=C(C=CC(=C1)[N+](=O)[O-])C=1NC=CN1